6-chloro-5-nitro-pyridine-2-carboxylic acid ClC1=C(C=CC(=N1)C(=O)O)[N+](=O)[O-]